(R)-6-chloro-3-((1-(2-(1-cyclopropyl-1H-pyrazol-4-yl)-3,6-dimethyl-4-oxo-4H-benzopyran-8-yl)ethyl)amino)picolinic acid ClC1=CC=C(C(=N1)C(=O)O)N[C@H](C)C1=CC(=CC=2C(C(=C(OC21)C=2C=NN(C2)C2CC2)C)=O)C